CSC=1N=CC2=C(N1)N(C(C(=C2)C#N)=O)C2CCCC1=CC=CC=C21 2-(methylthio)-7-oxo-8-(1,2,3,4-tetrahydronaphthalen-1-yl)-7,8-dihydropyrido[2,3-d]pyrimidine-6-carbonitrile